1-methyl-1H-1,2,4-triazole-3-methanol CN1N=C(N=C1)CO